N1CC(C1)C1=CC(=C(CN2CCC(CC2)(C(=O)OC)C)C(=C1)C)C methyl 1-(4-(azetidin-3-yl)-2,6-dimethylbenzyl)-4-methylpiperidine-4-carboxylate